8-bromo-N-(2,4-dimethoxybenzyl)-9-fluoroimidazo[1,5-a]quinoxalin-4-amine BrC1=CC=C2N=C(C=3N(C2=C1F)C=NC3)NCC3=C(C=C(C=C3)OC)OC